3-amino-N-[(4-hydroxy-1-methylpiperidin-4-yl)methyl]-5-{[4-(trifluoromethoxy)phenyl]sulfonyl}pyridine-2-carboxamide NC=1C(=NC=C(C1)S(=O)(=O)C1=CC=C(C=C1)OC(F)(F)F)C(=O)NCC1(CCN(CC1)C)O